1,3,5-benzenetricarboxylic acid tris(2-sec-butylcyclohexylamide) C(C)(CC)C1C(CCCC1)NC(=O)C1=CC(=CC(=C1)C(=O)NC1C(CCCC1)C(C)CC)C(=O)NC1C(CCCC1)C(C)CC